(±)-3-Benzyl 8-methyl 5-oxo-1,2,4,4a,5,6-hexahydro-3H-pyrazino[1,2-a]pyrido[2,3-e]pyrazine-3,8-dicarboxylate O=C1[C@@H]2N(C3=C(N1)N=C(C=C3)C(=O)OC)CCN(C2)C(=O)OCC2=CC=CC=C2 |r|